NC=1SC(=CN1)C(=O)NC1C(NC(CC1)=O)=O 2-amino-N-(2,6-dioxopiperidin-3-yl)thiazole-5-carboxamide